ClC=1C(=NC(=NC1)NC1CC(OCC1)(C)C)C=1C=C2N(C=CN(C2=O)[C@@H](C(=O)N[C@H](CO)C2=CC(=CC(=C2)OC)F)C)C1 (2R)-2-(7-(5-chloro-2-((2,2-dimethyltetrahydro-2H-pyran-4-yl)amino)pyrimidin-4-yl)-1-oxopyrrolo[1,2-a]pyrazin-2(1H)-yl)-N-((S)-1-(3-fluoro-5-methoxyphenyl)-2-hydroxyethyl)propionamide